7-methyl-N-phenyl-2-(5-(trifluoromethyl)-1,2,4-oxadiazol-3-yl)-4,7-dihydrothieno[2,3-c]pyridine-6(5H)-carboxamide CC1N(CCC2=C1SC(=C2)C2=NOC(=N2)C(F)(F)F)C(=O)NC2=CC=CC=C2